C(C)(C)(C)C=1C=C(C=CC1O)C(CC)C1=CC(=C(C=C1)O)C(C)(C)C 1,1-bis(3-t-Butyl-4-hydroxyphenyl)propane